3-[2-bromo-6-fluoro-4-(4-methyl-6-oxo-4,5-dihydro-1H-pyridazin-3-yl)phenoxy]-2,2-dimethylMethylpropanoic acid methyl ester COC(C(C(OC1=C(C=C(C=C1F)C1=NNC(CC1C)=O)Br)C)(C)C)=O